C(CCC)[C@H]1N(S(C2=C(N(C1)C1=CC=CC=C1)C=C(C(=C2)OCC2CC2)SC)(=O)=O)C (R)-1-(((3-Butyl-2-methyl-7-(methylthio)-1,1-dioxido-5-phenyl-2,3,4,5-tetrahydro-1,2,5-benzothiadiazepin-8-yl)oxy)methyl)cyclopropan